NC1=C(C=2C(=NN3C2C=CCC3)N1C1=C(C(=CC=C1C)O)C)C(=O)N 2-amino-1-(3-hydroxy-2,6-dimethylphenyl)-6,7-dihydro-1H-pyrrolo[2',3':3,4]pyrazolo[1,5-a]pyridine-3-carboxamide